1-benzyl-1,2,3,4-tetrahydroquinolin-3-amine C(C1=CC=CC=C1)N1CC(CC2=CC=CC=C12)N